Sodium t-butylpersulfate C(C)(C)(C)OS(=O)(=O)OOS(=O)(=O)[O-].[Na+]